2-((S)-1-Acryloyl-4-(7-(8-chloronaphthalen-1-yl)-3-fluoro-2-(((S)-1-methylpyrrolidin-2-yl)methoxy)-5,6,7,8-tetrahydro-1,7-naphthyridin-4-yl)piperazin-2-yl)acetonitrile C(C=C)(=O)N1[C@H](CN(CC1)C1=C(C(=NC=2CN(CCC12)C1=CC=CC2=CC=CC(=C12)Cl)OC[C@H]1N(CCC1)C)F)CC#N